1-((2R,4R,5R)-5-(((tert-butyldiphenylsilyl)oxy)methyl)-3,3-difluoro-4-((4-methoxyphenyl)diphenylmethoxy)tetrahydrofuran-2-yl)pyrimidine-2,4(1H,3H)-dione [Si](C1=CC=CC=C1)(C1=CC=CC=C1)(C(C)(C)C)OC[C@@H]1[C@H](C([C@@H](O1)N1C(NC(C=C1)=O)=O)(F)F)OC(C1=CC=CC=C1)(C1=CC=CC=C1)C1=CC=C(C=C1)OC